tert-butyl-6-chloro-2-ethyl-4-(trifluoromethyl)pyridazin-3(2H)-one C(C)(C)(C)C1=C(C(N(N=C1Cl)CC)=O)C(F)(F)F